CCCCC/C=C\\C/C=C\\C/C=C\\CCCC/C=C/C(=O)SCCNC(=O)CCNC(=O)[C@@H](C(C)(C)COP(=O)(O)OP(=O)(O)OC[C@@H]1[C@H]([C@H]([C@@H](O1)N2C=NC3=C(N=CN=C32)N)O)OP(=O)(O)O)O The molecule is an unsaturated fatty acyl-CoA that results from the formal condensation of the thiol group of coenzyme A with the carboxy group of (2E,8Z,11Z,14Z)-icosatetraenoic acid. It is an unsaturated fatty acyl-CoA and a long-chain fatty acyl-CoA. It is a conjugate acid of a (2E,8Z,11Z,14Z)-icosatetraenoyl-CoA(4-).